C(CCCCCCCCCCCCCCCCCCC)(=O)OCCCCCCCC\C=C\CCCCCCCC elaidyl eicosanoate